N-(2-(Dimethylamino)ethyl)-N-methyl-5,7-diphenylpyrazolo[1,5-a]pyrimidine-2-carboxamide CN(CCN(C(=O)C1=NN2C(N=C(C=C2C2=CC=CC=C2)C2=CC=CC=C2)=C1)C)C